C(C)(=O)N1[C@H]([C@@H]([C@H](C2=CC(=CC=C12)S(=O)(=O)C(C)C)NC(OCC1=CC=CC=C1)=O)C)C1CC1 |r| rac-benzyl ((2S,3R,4R)-1-acetyl-2-cyclopropyl-6-(isopropylsulfonyl)-3-methyl-1,2,3,4-tetrahydroquinolin-4-yl)carbamate